C(C)C1(CC1)O 1-Ethylcyclopropanol